OC=1C=CNC1 4-hydroxy-pyrrole